CC1=CC=CC(=N1)C1=NC2=C(N1C1=CC=NC3=CC=C(C=C13)C#N)CCC2 4-(2-(6-methylpyridin-2-yl)-5,6-dihydro-cyclopenta[d]imidazol-1(4H)-yl)quinoline-6-carbonitrile